3-[3-[3-(3-hydroxy-2,2-dimethylpropyl)-2-iodo-1H-indol-5-yl]phenyl]propanoic acid OCC(CC1=C(NC2=CC=C(C=C12)C=1C=C(C=CC1)CCC(=O)O)I)(C)C